Aza-2-silacyclopentane N1[SiH2]CCC1